C1(CCC1)N1C=C(C=2C1=NC=C(C2F)C2N(C(C1=CC=C(C=C21)C(=O)N)=O)C2C(NC(CC2)=O)=O)C 1-cyclobutyl-4-fluoro-3-methylpyrrolo[2,3-b]pyridin-5-yl-2-(2,6-dioxopiperidin-3-yl)-1-oxo-3H-isoindole-5-carboxamide